COC1=C(C(=NC=C1C)CNC1=NC2=CC(=CC=C2CN1CC1=CC=C(C=C1)OC)C(=O)OC)C Methyl 2-(((4-methoxy-3,5-dimethylpyridin-2-yl)methyl)amino)-3-(4-methoxybenzyl)-3,4-dihydroquinazoline-7-carboxylate